FC(F)SC=1C=C(C=NC1)N1C(C(C2=CC(=CC=C12)C(=O)NC1(CS(C1)(=O)=O)C)(C)C)=O 1-[5-(difluoromethylsulfanyl)-3-pyridyl]-3,3-dimethyl-N-(3-methyl-1,1-dioxo-thietan-3-yl)-2-oxo-indoline-5-carboxamide